FC1(CN(C1)C(=O)N1CCN(CC1)C1=CC=C(C=C1)NC(=O)C=1C(NC=CC1NC1=C(C2=C(OCCN2)N=C1)C)=O)F N-(4-(4-(3,3-difluoroazetidine-1-carbonyl)piperazin-1-yl)phenyl)-4-((8-methyl-2,3-dihydro-1H-pyrido[2,3-b][1,4]oxazin-7-yl)amino)-2-oxo-1,2-dihydropyridine-3-carboxamide